ONC(=N)CC(=O)O (N-HYDROXYCARBAMIMIDOYL)-ACETIC ACID